3-butoxy-3-methylbutanal C(CCC)OC(CC=O)(C)C